CC(=CCC=1C(=C(C(=O)N[C@@H](C)C(=O)OC)C(=CC1O)CCCCC)O)CCC=C(C)C methyl (3-(3,7-dimethylocta-2,6-dien-1-yl)-2,4-dihydroxy-6-pentylbenzoyl)-L-alaninate